1-(2-(5-(4-chloro-2-(trifluoromethyl)pyridin-3-yl)isoindolin-2-yl)-2-oxoethyl)-1H-1,2,4-triazole-3-carbonitrile ClC1=C(C(=NC=C1)C(F)(F)F)C=1C=C2CN(CC2=CC1)C(CN1N=C(N=C1)C#N)=O